2-hydroxyethanesulfonic acid ammonium salt [NH4+].OCCS(=O)(=O)[O-]